N1(CCCC1)C=1C=C(C=CC1)N1CCN(CCC1)C(=O)OC(C)(C)C tert-butyl 4-(3-(pyrrolidin-1-yl) phenyl)-1,4-diazacycloheptane-1-carboxylate